5'-methyl-thioadenosine bis(1,2,2,6,6-pentamethyl-4-piperidyl)sebacate CN1C(CC(CC1(C)C)C(C(=O)O)(CCCCCCCC(=O)O)C1CC(N(C(C1)(C)C)C)(C)C)(C)C.CC([C@@H]1[C@H]([C@H]([C@@H](O1)N1C=NC=2C(N)=NC=NC12)S)O)O